The molecule is an N-acyl-15-methylhexadecasphing-4-enine in which the acyl group has 20 carbons and 0 double bonds and is 2-hydroxylated. It derives from a 15-methylhexadecasphing-4-enine. CCCCCCCCCCCCCCCCCCC(C(=O)N[C@@H](CO)[C@@H](/C=C/CCCCCCCCCC(C)C)O)O